4-((4,4-difluoropiperidin-1-yl)methyl)piperidin FC1(CCN(CC1)CC1CCNCC1)F